nickel-titanium-niobium [Nb].[Ti].[Ni]